C(C)C=1C=CC(=C(C1)S(=O)(=O)NC1=NOC2=C1C(=CC(=C2)OC2=CC=C(C=N2)CNC(OC(C)(C)C)=O)OC)OC tert-butyl ((6-((3-((5-ethyl-2-methoxyphenyl)sulfonamido)-4-methoxybenzo[d]isoxazol-6-yl)oxy)pyridin-3-yl)methyl)carbamate